O.P(OC[C@H]1O[C@H]([C@@H]([C@@H]1F)O)N1C2=NC(=NC(=C2N=C1)[O-])N)([O-])([O-])=S.[Na+].[Na+].[Na+] trisodium O-{[(2R,3S,4S,5R)-5-(2-amino-6-oxido-9H-purin-9-yl)-3-fluoro-4-hydroxyoxolan-2-yl]methyl} phosphorothioate hydrate